1-(3-(2,3'-Dichloro-6,6'-difluoro-2'-hydroxy-[1,1'-biphenyl]-4-yl)-5,6-dihydroimidazo[1,5-a]pyrazin-7(8H)-yl)prop-2-en-1-one ClC1=C(C(=CC(=C1)C1=NC=C2N1CCN(C2)C(C=C)=O)F)C2=C(C(=CC=C2F)Cl)O